(S)-4-(6-amino-4-methylpyridazin-3-yl)-2-methylpiperazine-1-carboxylic acid tert-butyl ester C(C)(C)(C)OC(=O)N1[C@H](CN(CC1)C=1N=NC(=CC1C)N)C